1-[3-(1-hydroxyethyl)-6-[5-[[1-(oxetan-3-yl)-4-piperidinyl]oxy]benzimidazol-1-yl]-2-pyridinyl]-5-methyl-pyrazole-3-carbonitrile OC(C)C=1C(=NC(=CC1)N1C=NC2=C1C=CC(=C2)OC2CCN(CC2)C2COC2)N2N=C(C=C2C)C#N